N1-(1H-benzoimidazol-2-ylmethyl)-N1-(5,6,7,8-tetrahydro-quinolin-8-yl)-ethane-1,2-diamine N1C(=NC2=C1C=CC=C2)CN(CCN)C2CCCC=1C=CC=NC21